sodium fluoroyttrium F[Y].[Na]